C(C)(C)NC(O[C@@H]1CO[C@@H](C1)C1=CC(=NN1)NC1=CC2=C(NS(C2)(=O)=O)C=C1)=O (3S,5S)-5-(3-((2,2-dioxido-1,3-dihydrobenzo[c]isothiazol-5-yl)amino)-1H-pyrazol-5-yl)tetrahydrofuran-3-yl isopropylcarbamate